OC1=C(C(C=O)=CC=C1)C=O 3-HYDROXYPHTHALALDEHYDE